[4-(7H-pyrrolo-[2,3-d]pyrimidin-4-yl)-1H-pyrazol-1-yl]methyl{phenyl}-benzamide trifluoroacetate FC(C(=O)O)(F)F.N1=CN=C(C2=C1NC=C2)C=2C=NN(C2)C2=C(C(=C(C(=O)N)C=C2)C2=CC=CC=C2)C